O[C@@H](CC(=O)OCCC(C)O)C 3-Hydroxybutyl (R)-3-Hydroxybutyrate